5-methyl-2-(tributylstannyl)furan-3-carbonitrile CC1=CC(=C(O1)[Sn](CCCC)(CCCC)CCCC)C#N